1,2-propylene glycol bis(2-mercaptopropionate) SC(C(=O)OCC(C)OC(C(C)S)=O)C